CN1CCC(CC1)C(=O)NC1=NN(C2=CC=C(C=C12)C1=C(C(=C(C=C1F)F)OC)F)C(C1=CC=CC=C1)(C1=CC=CC=C1)C1=CC=CC=C1 1-Methyl-N-[5-(2,4,6-trifluoro-3-methoxyphenyl)-1-trityl-1H-indazol-3-yl]piperidine-4-carboxamide